C1=CC=CC=2C3=CC=CC=C3C(C12)(C1=CC=C(C=C1)C1=C(C=CC(=C1)NC1=CC=C(C=C1)C1=CC=CC=C1)C1=CC=CC=C1)C1=CC=C(C=C1)C1=C(C=CC(=C1)NC1=CC=C(C=C1)C1=CC=CC=C1)C1=CC=CC=C1 N'-((9H-fluorene-9,9-diyl)bis(4,1-phenylene))bis(N-([1,1'-biphenyl]-4-yl)-[1,1'-biphenyl]-4-amine)